C(C)(C)NC1=NC=CC(=C1)CN1C(N(C(C1(C)C)=O)C1=CC=C2C3(CN(C2=C1)S(=O)(=O)C)CC3)=O 1-((2-(isopropylamino)pyridin-4-yl)methyl)-5,5-dimethyl-3-(1'-(methylsulfonyl)spiro[cyclopropane-1,3'-indolin]-6'-yl)imidazolidine-2,4-dione